NC1=C(C=2C(=NC(=C(N2)C)C)N1C1=C(C(=CC=C1C)O)C)C(=O)N1CC=2N(CC1)N=CC2CO (6-amino-5-(3-hydroxy-2,6-dimethylphenyl)-2,3-dimethyl-5H-pyrrolo[2,3-b]pyrazin-7-yl)(3-(hydroxymethyl)-6,7-dihydropyrazolo[1,5-a]pyrazin-5(4H)-yl)methanone